13-bromo-20-fluoro-5,14-dimethoxy-10,16,16-trioxo-9-oxa-16λ6-thia-4,17-diazatetracyclo[16.3.1.111,15.02,7]tricosa-1(22),2(7),3,5,11,13,15(23),18,20-nonaene-19-carbonitrile BrC=1C=C2C(OCC=3C=C(N=CC3C=3C=C(C(=C(NS(C(C1OC)=C2)(=O)=O)C3)C#N)F)OC)=O